N-(4-(5-(6-methyl-2-(4-(trifluoromethyl)piperidin-1-yl)pyrimidin-4-yl)-1,3,4-oxadiazole-2-yl)-3-(6-azaspiro[2.5]octane-6-yl)phenyl)-2-hydroxyethane-1-sulfonamide CC1=CC(=NC(=N1)N1CCC(CC1)C(F)(F)F)C1=NN=C(O1)C1=C(C=C(C=C1)NS(=O)(=O)CCO)N1CCC2(CC2)CC1